(2R,3S,5R)-5-(4-amino-2-chloro-7H-pyrrolo[2,3-d]pyrimidin-7-yl)-2-ethynyl-2-(hydroxymethyl)tetrahydrofuran-3-yl phenyl carbonate C(O[C@@H]1[C@](O[C@H](C1)N1C=CC2=C1N=C(N=C2N)Cl)(CO)C#C)(OC2=CC=CC=C2)=O